2-(perfluoroethyl)-4-(p-tolyl)pyrido[2,3-d]pyrimidin-7-amine FC(C(F)(F)F)(C=1N=C(C2=C(N1)N=C(C=C2)N)C2=CC=C(C=C2)C)F